(4R)-4-isopropenyl-1-methyl-cyclohex-2-en-1-ol C(=C)(C)[C@H]1C=CC(CC1)(O)C